tert-butyl ((7-hydroxy-2-methylbenzofuran-3-yl)methyl)(methyl)carbamate OC1=CC=CC=2C(=C(OC21)C)CN(C(OC(C)(C)C)=O)C